tert-butyl N-(2-{5-[2-(2-{[(tert-butoxy)carbonyl] amino}acetyl)-1,3-dioxo-2,3-dihydro-1H-indene-5-carbonyl]-1,3-dioxo-2,3-dihydro-1H-inden-2-yl}-2-oxoethyl)carbamate C(C)(C)(C)OC(=O)NCC(=O)C1C(C2=CC=C(C=C2C1=O)C(=O)C=1C=C2C(C(C(C2=CC1)=O)C(CNC(OC(C)(C)C)=O)=O)=O)=O